3-n-propylglutarate C(CC)C(CC(=O)[O-])CC(=O)[O-]